The molecule is a 5-alkylresorcinol in which the alkyl group is specified as propyl. It has a role as a semiochemical, a fungal metabolite, a lichen metabolite and an animal metabolite. CCCC1=CC(=CC(=C1)O)O